1-((3-methoxyphenyl)sulfonyl)N-(benzo[d]thiazol-5-yl)-piperidine-4-carboxamide COC=1C=C(C=CC1)S(=O)(=O)N1CCC(CC1)C(=O)NC=1C=CC2=C(N=CS2)C1